FC(C=1C=C2C(COCC2=CC1)=O)(F)F 6-(trifluoromethyl)isochroman-4-one